isoxazolo[5,4-c]pyridin-6-ium-3-ol bromide [Br-].O1N=C(C=2C1=C[NH+]=CC2)O